Cl.N1CC(CCC1)C(C)=O 1-(piperidin-3-yl)ethan-1-one hydrochloride salt